tert-butyl 3-(aminomethyl)-3-(2-methoxy-2-oxoethyl)azetidine-1-carboxylate NCC1(CN(C1)C(=O)OC(C)(C)C)CC(=O)OC